C(#N)C=1C=C(C=CC1)C=1N=C(SC1C1=CC(=NC(=C1)C)C)NC(=O)N1CC2(C1)C(NCC2)=O N-[4-(3-Cyanophenyl)-5-(2,6-dimethyl-4-pyridyl)thiazol-2-yl]-5-oxo-2,6-diazaspiro[3.4]octan-2-carboxamid